ClC=1C=C(C=CC1F)NC(=O)C=1N(C(=C2C1CCC2NC(OCC2=NN(N=C2)C)=O)C2=CC=CC=C2)C (2-methyl-2H-1,2,3-triazol-4-yl)methyl (1-((3-chloro-4-fluorophenyl)carbamoyl)-2-methyl-3-phenyl-2,4,5,6-tetrahydrocyclopenta[c]pyrrol-4-yl)carbamate